[C@H]1([C@@H](O)[C@@H](O)[C@H](O)[C@H](O1)CO)OCCNC(CN([C@@H](CCC(=O)ON1C(CCC1=O)=O)C(=O)NCCO[C@@H]1[C@@H](O)[C@@H](O)[C@H](O)[C@H](O1)CO)CC(NCCO[C@@H]1[C@@H](O)[C@@H](O)[C@H](O)[C@H](O1)CO)=O)=O 2,5-Dioxopyrrolidin-1-yl (S)-4-{bis[2-({2-[(α-D-mannopyranosyl)oxy]ethyl}amino)-2-oxoethyl]amino}-5-({2-[(α-D-mannopyranosyl)oxy]ethyl}amino)-5-oxopentanoate